1-(1H-benzo[d]imidazol-5-yl)-4-(2,6-difluoro-4-(4-(trifluoromethyl)-1H-pyrazol-1-yl)phenyl)-3-methylazetidin-2-one N1C=NC2=C1C=CC(=C2)N2C(C(C2C2=C(C=C(C=C2F)N2N=CC(=C2)C(F)(F)F)F)C)=O